C(C1=CC=CC=C1)OC(=O)N1CCC(CC1)CCOC([2H])([2H])C1CCN(CC1)C(C1=CC(=C(C=C1)Cl)N1C(NC(CC1)=O)=O)=O 4-(2-((1-(4-chloro-3-(2,4-dioxotetrahydropyrimidin-1(2H)-yl)benzoyl)piperidin-4-yl)methoxy-d2)ethyl)piperidine-1-carboxylic acid benzyl ester